NC1=C(C=2C(=NC=CN2)N1C1=C(C(=CC=C1C)O)C)C(=O)C=1NC2=CC=CC=C2C1 (S)-(6-amino-5-(3-hydroxy-2,6-dimethylphenyl)-5H-pyrrolo[2,3-b]pyrazin-7-yl)(1H-indol-2-yl)methanone